C(C)(S)S Ethandithiol